4-[5-(2-aminoethyl)pyrimidin-2-yl]-3-[6-(7-azabicyclo[2.2.1]heptan-7-yl)-2-methylpyrimidin-4-yl]oxybenzonitrile NCCC=1C=NC(=NC1)C1=C(C=C(C#N)C=C1)OC1=NC(=NC(=C1)N1C2CCC1CC2)C